FC1=C(/C=C/C2=CC=NC=C2)C=C(C(=C1OC)C(C)C)OC (E)-4-(2-Fluoro-4-isopropyl-3,5-dimethoxystyryl)pyridine